[6-(difluoromethoxy)pyridin-2-yl](5-{[2-(4-isopropylphenyl)imidazo[1,2-a]pyrimidin-3-yl]methyl}-2,5-diazabicyclo[2.2.2]oct-2-yl)methanone FC(OC1=CC=CC(=N1)C(=O)N1C2CN(C(C1)CC2)CC2=C(N=C1N2C=CC=N1)C1=CC=C(C=C1)C(C)C)F